C(#N)C=1C=C2CN(CC2=CC1)C(CC(=O)OCC)C1=C2C=CNC2=C(C=C1OC)C ethyl 3-(5-cyanoisoindolin-2-yl)-3-(5-methoxy-7-methyl-1H-indol-4-yl)propanoate